bis(propylthio)bis(thietanylthio)tin C(CC)S[Sn](SC1SCC1)(SC1SCC1)SCCC